N-[(4-bromo-2-methyl-phenyl)methyl]-2-methoxy-benzamide BrC1=CC(=C(C=C1)CNC(C1=C(C=CC=C1)OC)=O)C